CN1C=C(C=CC1=O)C(=O)N methyl-6-oxo-1,6-dihydropyridine-3-carboxamide